O1[C@@H](COCC1)CC1C(CC(NC1)=O)=O 5-[(2R)-1,4-dioxan-2-ylmethyl]Piperidine-2,4-dione